methyl (S,14Z,17Z,20Z,23Z,25E,29Z)-27-hydroxydotriaconta-14,17,20,23,25,29-hexaenoate O[C@H](/C=C/C=C\C\C=C/C\C=C/C\C=C/CCCCCCCCCCCCC(=O)OC)C\C=C/CC